n-butyl α-pivaloyloxyisobutyrate C(C(C)(C)C)(=O)OC(C(=O)OCCCC)(C)C